NC[C@H](CNC1=C2C(N(C(C2=CC=C1)=O)[C@H]1C(NC(CC1)=O)=O)=O)C |o1:2,&1:15| 4-(((R*)-3-Amino-2-methylpropyl)amino)-2-((rac)-2,6-dioxopiperidin-3-yl)isoindoline-1,3-dione